methyldi(octyl)ammonium tetrakis(Pentafluorophenyl)borate FC1=C(C(=C(C(=C1[B-](C1=C(C(=C(C(=C1F)F)F)F)F)(C1=C(C(=C(C(=C1F)F)F)F)F)C1=C(C(=C(C(=C1F)F)F)F)F)F)F)F)F.C[NH+](CCCCCCCC)CCCCCCCC